1,3,5-tris(3-mercaptobutyryloxyethyl)-1,3,5-triazine SC(CC(=O)OCCN1CN(CN(C1)CCOC(CC(C)S)=O)CCOC(CC(C)S)=O)C